tert-butyl (3R)-4-methyl-3-[[(4R)-4-methyl-2-(1-methylpyrazolo[3,4-b]pyridin-4-yl)-3,4-dihydro-1H-isoquinolin-6-yl]oxymethyl]piperazine-1-carboxylate CN1[C@H](CN(CC1)C(=O)OC(C)(C)C)COC=1C=C2[C@H](CN(CC2=CC1)C1=C2C(=NC=C1)N(N=C2)C)C